NCCN(CCNCC#N)CCN1C(N(CC1)CCNCCN)=O 2-((2-((2-aminoethyl)(2-(3-(2-((2-aminoethyl)amino)ethyl)-2-oxoimidazolidin-1-yl)ethyl)amino)ethyl)amino)acetonitrile